C(C1=CC=CC=C1)(C1=CC=CC=C1)[C@H]1[C@H]2N(C(C=3N1N=CC(C3O)=O)=O)CCC2 (9aS,10S)-10-benzhydryl-4-hydroxy-8,9,9a,10-tetrahydro-7H-pyrrolo[1',2':4,5]pyrazino[1,2-b]pyridazine-3,5-dione